FC1(CC(CC1)CN1N=C(C(=C1C(=O)NC1=CC(=NC=C1)S(N)(=O)=O)C)C(F)(F)F)F 1-((3,3-difluorocyclopentyl)methyl)-4-methyl-N-(2-sulfamoylpyridin-4-yl)-3-(trifluoromethyl)-1H-pyrazole-5-carboxamide